3,3,4,4,5,5,6,6-octafluoro-1-octene FC(C=C)(C(C(C(CC)(F)F)(F)F)(F)F)F